FC=1C(=C(C=CC1F)[C@@H]1[C@@H](O[C@]([C@@H]1C)(C(F)(F)F)C)C(=O)NC1=CC(=NC=C1)C(=O)N)C=C 4-[[(2R,3r,4r,5r)-3-(3,4-difluoro-2-vinyl-phenyl)-4,5-dimethyl-5-(trifluoromethyl)tetrahydrofuran-2-carbonyl]amino]pyridine-2-carboxamide